(3α,5α)-3,21-bis(Acetyloxy)-19-methoxylpregnan-20-one C(C)(=O)O[C@H]1C[C@@H]2CC[C@H]3[C@@H]4CC[C@H](C(COC(C)=O)=O)[C@]4(CC[C@@H]3[C@]2(CC1)COC)C